9-acetoxytetracyclo[6.2.1.13,6.02,7]Dodeca-4-ene C(C)(=O)OC1C2C3C4C=CC(C3C(C1)C2)C4